COC(C(N1C(CCCC1)C=1C=C2CC3(C(NC2=CC1)=O)CC3)=O)=O 2-Oxo-2-(2-(2'-oxo-1',4'-dihydro-2'H-spiro[cyclopropane-1,3'-quinolin]-6'-yl)piperidin-1-yl)acetic acid methyl ester